methyl (S,E)-(7-(dimethylamino)-1-((1-((7-fluoro-4-isobutyl-3H-imidazo[4,5-c]pyridin-2-yl)methyl)-6-isobutyl-2-oxo-1,2-dihydropyridin-3-yl)amino)-1,7-dioxohept-5-en-2-yl)carbamate CN(C(/C=C/CC[C@@H](C(=O)NC=1C(N(C(=CC1)CC(C)C)CC1=NC2=C(C(=NC=C2F)CC(C)C)N1)=O)NC(OC)=O)=O)C